NC1=C(C(=NN1C(C)C)C1=CC=C(C=C1)CC(NC1=CC(=NO1)C12CC(C1)C2)=O)C(=O)N 5-Amino-3-(4-[[(3-[bicyclo[1.1.1]pentan-1-yl]-1,2-oxazol-5-yl)carbamoyl]methyl]phenyl)-1-isopropylpyrazole-4-carboxamide